FC=1C=CC=2N(C3=CC=CC=C3C2C1)CC(CN1C2=CC=CC=C2C=2C=C(C=CC12)F)O 1,3-bis(3-fluoro-9H-carbazole-9-yl)-2-propanol